N-(cyclobutyl(3-(4-fluorophenyl)pyridin-2-yl)methyl)-2-methylpropane-2-sulfinamide C1(CCC1)C(NS(=O)C(C)(C)C)C1=NC=CC=C1C1=CC=C(C=C1)F